CN1C2=CC=CC=C2C2=CC=C3C(=C12)C(OC3=O)=O 10-methyl-10H-furo[3,4-a]carbazole-1,3-dione